C(C)C=1C(NC2=CC(=CN=C2C1)CN1CCN(CC1)C(C(C)C)=O)=O 3-ethyl-7-((4-isobutyrylpiperazin-1-yl)methyl)-1,5-naphthyridin-2(1H)-one